COC(=O)[C@H]1CN([C@H](CC1)C)C1=NC(=NC(=C1)C=1C=CC=2N(C1)C(=NC2)C)N (3R,6S)-1-(2-amino-6-(3-methylimidazo[1,5-a]pyridin-6-yl)pyrimidin-4-yl)-6-methylpiperidine-3-carboxylic acid methyl ester